N-hydroxy-4-(5-(4-methylpiperazin-1-yl)-6-(phenylethynyl)-1H-benzimidazol-2-yl)benzamide tert-butyl-(3-chloro-4-(1-(4-fluoro-3-hydroxyphenyl)-1H-indazol-5-yl)phenyl)carbamate C(C)(C)(C)N(C(O)=O)C1=CC(=C(C=C1)C=1C=C2C=NN(C2=CC1)C1=CC(=C(C=C1)F)O)Cl.ONC(C1=CC=C(C=C1)C1=NC2=C(N1)C=C(C(=C2)N2CCN(CC2)C)C#CC2=CC=CC=C2)=O